4-(((6-bromopyridin-2-yl)oxy)methyl)-3-fluorobenzonitrile BrC1=CC=CC(=N1)OCC1=C(C=C(C#N)C=C1)F